Bis(2,6-di-n-butylphenyl)-3-phenyl-phenylphosphonite C(CCC)C1=C(C(=CC=C1)CCCC)C1=C(C(=C(C=C1)P([O-])[O-])C1=C(C=CC=C1CCCC)CCCC)C1=CC=CC=C1